(1R,2S,3S)-3-Hydroxycyclohexane OC1CCCCC1